C(#N)C1=CC=C(C=C1)C=1OC(=CN1)C1=CC=C(C=C1)C#N 2,5-bis(4-cyanophenyl)oxazole